FC1=CC=C(C=C1)[C-]1N=C(C=2OCCNC2N1)NCCC1=CNC2=CC=CC=C12 2-(4-fluorophenyl)-N-[2-(1H-indol-3-yl)ethyl]-7,8-dihydro-6H-pyrimido[5,4-b][1,4]oxazinid-amine